C(C1=CC=CC=C1)N1CC(CCC1)=O 1-benzylpiperidine-3-one